ClC1=NC(=CC=C1)C=1NC(=CN1)C(F)(F)F 2-Chloro-6-(5-(trifluoromethyl)-1H-imidazol-2-yl)pyridine